C(=O)O.C(N)(=N)C1=CC(=C(CNC2=NC(=NC(=C2)OCC=2N=C3N(C=C(C=C3)C3CC3)C2)CC(C(=O)O)(C)C)C(=C1)C)C 3-(4-((4-carbamimidoyl-2,6-dimethylbenzyl)amino)-6-((6-cyclopropylimidazo[1,2-a]pyridin-2-yl)methoxy)pyrimidin-2-yl)-2,2-dimethylpropanoic acid formic acid salt